3-[4-amino-3-[2-fluoro-4-(2,3,5,6-tetrafluorophenoxy)phenyl]-1H-pyrazolo[3,4-d]pyrimidin-1-yl]piperidine-1-carboxylic acid tert-butyl ester C(C)(C)(C)OC(=O)N1CC(CCC1)N1N=C(C=2C1=NC=NC2N)C2=C(C=C(C=C2)OC2=C(C(=CC(=C2F)F)F)F)F